tert-butyl (1R,3S,5S)-3-[methyl([6-[7-(pyrazol-1-yl)-3-[[2-(trimethylsilyl)ethoxy]methyl]-1,2,3-benzotriazol-4-yl]pyridazin-3-yl])amino]-8-azabicyclo[3.2.1]octane-8-carboxylate CN(C1C[C@H]2CC[C@@H](C1)N2C(=O)OC(C)(C)C)C=2N=NC(=CC2)C2=CC=C(C=1N=NN(C12)COCC[Si](C)(C)C)N1N=CC=C1